1,2,4,8,9,11-hexachloro-5,7,12,14-pentacenetetrone ClC1=C(C=C(C=2C(C3=CC=4C(C5=C(C(=CC(=C5C(C4C=C3C(C12)=O)=O)Cl)Cl)Cl)=O)=O)Cl)Cl